C12(C(=O)CC(CC1)C2(C)C)CS(=O)(=O)[O-].[NH4+] ammonium camphorsulfonate